(1r,3r)-3-(4-(2-(4-((6-(3-methyl-1,2,4-oxadiazol-5-yl)pyridazin-3-yl)oxy)phenyl)propan-2-yl)benzeneOxy)cyclobutylamine potassium propynoate C(C#C)(=O)[O-].[K+].CC1=NOC(=N1)C1=CC=C(N=N1)OC1=CC=C(C=C1)C(C)(C)C1=CC=C(C=C1)OC1CC(C1)N